C(#N)C=1C=C(C=CC1)C1=CC(=C(S1)C)C(=O)NC1=NC(=NS1)CC(C)O 5-(3-Cyanophenyl)-N-(3-(2-hydroxypropyl)-1,2,4-thiadiazol-5-yl)-2-methylthiophene-3-carboxamide